C1(CC1)C=1C=NC=2N(C1)C=C(N2)C(=O)O 6-cyclopropylimidazo[1,2-a]Pyrimidine-2-carboxylic acid